N1C=CC2=CC(=CC=C12)CNCC(=O)O 2-{[(1H-indol-5-yl)methyl]amino}acetic acid